CN1CC=2N(CC1)N=CC2C=2C=C1C(=NC2)NC=C1C1=CC=2N(C=C1)N=CC2C=2C=NC=CC2 5-methyl-3-(3-(3-(pyridin-3-yl)pyrazolo[1,5-a]pyridin-5-yl)-1H-pyrrolo[2,3-b]pyridin-5-yl)-4,5,6,7-tetrahydropyrazolo[1,5-a]pyrazine